O1CCN2C(CCC3CNCCC231)=O 3,7,7a,8,10,11-hexahydro-2H-oxazolo[2,3-j][1,6]naphthyridin-5-one